C(C)(C)C1=C(NC2=CC=C(C=C12)C1CCN(CC1)C1COC1)C1=C2C=CC=NC2=C(C=C1)C#N 5-(3-isopropyl-5-(1-(oxetan-3-yl)piperidin-4-yl)-1H-indol-2-yl)quinoline-8-carbonitrile